O=C1C=C(NC(=C1)C(=O)O)C(=O)O 4-oxo-1H-pyridine-2,6-dicarboxylic acid